Tert-butyl (6-(((3-amino-5-(1-cyclopropyl-1H-pyrazol-3-yl)-4-methoxybenzyl)oxy)methyl)-4-fluoropyridin-2-yl)carbamate NC=1C=C(COCC2=CC(=CC(=N2)NC(OC(C)(C)C)=O)F)C=C(C1OC)C1=NN(C=C1)C1CC1